6-Amino-3-((1R,3R)-4'-chloro-3-cyano-3-ethyl-1',2'-dihydrospiro[cyclopentane-1,3'-pyrrolo[2,3-b]pyridin]-5'-yl)-2-fluoro-N,N-dimethylbenzamide NC1=CC=C(C(=C1C(=O)N(C)C)F)C=1C(=C2C(=NC1)NC[C@]21C[C@](CC1)(CC)C#N)Cl